FC=1C=C(C=CC1)CC1=CN=C(S1)NC(=O)[C@@]1(N(CCC1)C(=O)OC(C)(C)C)C tert-butyl (2R)-2-[[5-[(3-fluorophenyl) methyl] thiazol-2-yl] carbamoyl]-2-methyl-pyrrolidine-1-carboxylate